2,5-dichloro-3-(2-methyl-1H-indol-3-yl)-6-morpholinylcyclohexane-2,5-diene-1,4-dione ClC=1C(C(=C(C(C1C1=C(NC2=CC=CC=C12)C)=O)Cl)N1CCOCC1)=O